(2S)-2-[(2S,3R)-3-amino-2-hydroxy-4-phenylbutanoylamino]-4-methylpentanoic acid N[C@@H]([C@@H](C(=O)N[C@H](C(=O)O)CC(C)C)O)CC1=CC=CC=C1